N-(2-fluoro-3-pyridyl)-6-(5-methylfuro[2,3-d]pyrimidin-4-yl)-7,8-dihydro-5H-1,6-naphthyridin FC1=NC=CC=C1N1CC=CC=2CN(CCC12)C=1C2=C(N=CN1)OC=C2C